ClC1=NC2=C(C(=C(C=C2C(=N1)Cl)Cl)C1=C(C=CC=C1OC)F)F 2,4,6-trichloro-8-fluoro-7-(2-fluoro-6-methoxyphenyl)quinazoline